1-[(triethoxysilyl)methyl]-piperazine C(C)O[Si](OCC)(OCC)CN1CCNCC1